C1(CC1)C1=C(C(=NO1)C=1C=NC=CC1C(F)(F)F)C1=CC2(C1)CCN(CC2)C2=CC=C1C=C(N=CC1=C2)C(=O)O 7-(2-(5-cyclopropyl-3-(4-(trifluoromethyl)pyridin-3-yl)isoxazol-4-yl)-7-azaspiro[3.5]non-1-en-7-yl)isoquinoline-3-carboxylic acid